2H-pyrrol-1-ium [NH+]=1CC=CC1